3-Methyl-1-(2-(6-(trifluoromethyl)imidazo[1,2-a]pyrazin-3-yl)pyrimidin-4-yl)pyrrolidine-3-carboxamide CC1(CN(CC1)C1=NC(=NC=C1)C1=CN=C2N1C=C(N=C2)C(F)(F)F)C(=O)N